2-Bromodecan BrC(C)CCCCCCCC